ClC=1C(=C(C=CC1)NC1=NC=NC2=CC=C(C=C12)N1CC2(CCN2)C1)F N-(3-chloro-2-fluoro-phenyl)-6-(1,6-diazaspiro[3.3]heptan-6-yl)quinazolin-4-amine